OC[C@H](C1=CC=CC=C1)NC1=CC(=NC=C1C=1OC=NN1)NC=1N=CC2=C(N1)C(NC2=O)(C)C (S)-2-((4-((2-hydroxy-1-phenylethyl)amino)-5-(1,3,4-oxadiazol-2-yl)pyridin-2-yl)amino)-7,7-dimethyl-6,7-dihydro-5H-pyrrolo[3,4-d]pyrimidin-5-one